CC=1C=C(C=C(C1OC=1C=C2C3(C(NC2=CC1)=O)CC3)C)N3N=C(C(NC3=O)=O)C#N 2-(3,5-dimethyl-4-((2'-oxospiro[cyclopropane-1,3'-indolin]-5'-yl)oxy)phenyl)-3,5-dioxo-2,3,4,5-tetrahydro-1,2,4-triazine-6-carbonitrile